3-(4-methylphenyl)-1-tosyl-1,2-dihydroquinoline CC1=CC=C(C=C1)C=1CN(C2=CC=CC=C2C1)S(=O)(=O)C1=CC=C(C)C=C1